C12(CC3CC(CC(C1)C3)C2)C(C)(CC)OC(=O)COC(=O)C2C3C=CC(C2)C3 5-(2-(1-adamantyl)-2-butoxycarbonylmethyloxycarbonyl)-bicyclo[2.2.1]Hept-2-ene